METHYLETHYL CARBONATE C(OC(C)C)([O-])=O